2-chloroethyl-magnesium bromide format C(=O)O.ClCC[Mg]Br